6-(2-Fluoro-4-methoxyphenyl)-N-[(2-oxo-1H-pyridin-3-yl)sulfonyl]-2-(2,4,6-trimethylphenoxy)pyridin-3-carboxamid FC1=C(C=CC(=C1)OC)C1=CC=C(C(=N1)OC1=C(C=C(C=C1C)C)C)C(=O)NS(=O)(=O)C=1C(NC=CC1)=O